N1,N3,N5-Tris(6-(bis((9Z,12Z)-octadeca-9,12-dien-1-yl)amino)hexyl)adamantane-1,3,5-tricarboxamide C(CCCCCCC\C=C/C\C=C/CCCCC)N(CCCCCCNC(=O)C12CC3(CC(CC(C1)C3)(C2)C(=O)NCCCCCCN(CCCCCCCCC=CCC=CCCCCC)CCCCCCCC\C=C/C\C=C/CCCCC)C(=O)NCCCCCCN(CCCCCCCCC=CCC=CCCCCC)CCCCCCCC\C=C/C\C=C/CCCCC)CCCCCCCC\C=C/C\C=C/CCCCC